O=C1NC(CCC1C=1C(=NC2=CC(=CC=C2C1)OCC(=O)OC(C)(C)C)C)=O tert-butyl 2-{[3-(2,6-dioxopiperidin-3-yl)-2-methylquinolin-7-yl]oxy}acetate